CN(CC(=O)N1CCC(CC1)NC1=CC=CC2=C1S(C=C2CC(F)(F)F)=O)C 7-((1-(dimethylglycyl)piperidin-4-yl)amino)-1-oxido-3-(2,2,2-trifluoroethyl)benzo[b]thiophen